nickel dipropylphosphate C(CC)OP(=O)(OCCC)[O-].[Ni+]